N1=C(C=CC=C1)C=1OC(=NN1)N1[C@@H](C2=C(CC1)NC=N2)C2=NN1C(C=CC=C1C(F)(F)F)=C2 (S)-2-(pyridin-2-yl)-5-(4-(7-(trifluoromethyl)pyrazolo[1,5-a]pyridin-2-yl)-6,7-dihydro-1H-imidazo[4,5-c]pyridin-5(4H)-yl)-1,3,4-oxadiazole